Sodium Glycine NCC(=O)O.[Na]